ethyl 1-benzyl-4-fluoro-1H-pyrazole-5-carboxylate C(C1=CC=CC=C1)N1N=CC(=C1C(=O)OCC)F